OC[C@H](O)[C@@H](O)[C@H](O)[C@H](O)CO Sorbitol